ClC=1C=C(C(=NC1)OC)S(=O)(=O)NC1=NC=C(C(=C1F)C1=CC=C2C=C(N=CC2=C1)NCCOC)F 5-chloro-N-(3,5-difluoro-4-{3-[(2-methoxyethyl)amino]isoquinolin-7-yl}pyridin-2-yl)-2-methoxypyridine-3-sulfonamide